rac-(R)-6-fluoro-7-(2-(((3-fluoropyridin-2-yl)oxy)methyl)pyrrolidin-1-yl)-1-(1-methyl-1H-pyrazol-4-yl)-4-oxo-1,4-dihydro-quinoline-3-carboxylic acid FC=1C=C2C(C(=CN(C2=CC1N1[C@H](CCC1)COC1=NC=CC=C1F)C=1C=NN(C1)C)C(=O)O)=O |r|